CCOC(=O)CCNCCC[Si](OC)(OC)OC N-(2-ethoxycarbonyl)ethyl-3-aminopropyl-trimethoxysilane